C(C)N1C=C(C2=CC(=CC=C12)C1=NOC(=N1)CN1CCOCC1)NC(=O)NS(=O)(=O)C1=CC=C(C=C1)C N-((1-ethyl-5-(5-(morpholinomethyl)-1,2,4-oxadiazol-3-yl)-1H-indol-3-yl)carbamoyl)-4-methylbenzenesulfonamide